FC1(CC2(C(NC3=CC=C(C=C23)CC2=C(C=C(C=C2C)N2N=C(C(NC2=O)=O)NC(OC(C)(C)C)=O)C)=O)C1)F t-butyl N-[2-(4-{3,3-difluoro-2'-oxo-1'H-spiro[cyclobutane-1,3'-indol]-5'-ylmethyl}-3,5-dimethylphenyl)-3,5-dioxo-4H-1,2,4-triazin-6-yl]carbamate